O=C1N(CCC(N1)=O)C1=CC=C(C(=O)N2CCN(CC2)CC2CCN(CC2)NC(OC(C)(C)C)=O)C=C1 tert-butyl (4-((4-(4-(2,4-dioxotetrahydropyrimidin-1(2H)-yl)benzoyl)piperazin-1-yl)methyl)piperidin-1-yl)carbamate